OCCCCCCCCC1=C2C(N(C(=NC2=CC=C1)C)C1C(NC(CC1)=O)=O)=O 3-(5-(8-hydroxyoctyl)-2-methyl-4-oxoquinazolin-3(4H)-yl)piperidine-2,6-dione